calcium magnesium zinc copper [Cu].[Zn].[Mg].[Ca]